C(C)(C)C1=CC2=C(C(N(CC23CC3)CC(=O)[O-])=O)N1C 2-(2-isopropyl-1-methyl-7-oxo-spiro[5H-pyrrolo[2,3-c]pyridine-4,1'-cyclopropane]-6-yl)acetate